(R)-1-cyclopropyl-2-methoxy-N-((5-(trifluoromethyl)pyridin-2-yl)methyl)ethanamine C1(CC1)[C@H](COC)NCC1=NC=C(C=C1)C(F)(F)F